C(=CCCCCCCCCCC\C=C/CCCCCCCC)O (13Z)-docosen-13-en-1-ol